5-((5-bromo-4-((4-hydroxy-2-(N-methylmethanesulfonamido)phenyl)amino)pyrimidin-2-yl)amino)-2-(4-(4-(tert-butoxycarbonyl)piperazin-1-yl)piperidin-1-yl)-4-methoxybenzoic acid BrC=1C(=NC(=NC1)NC=1C(=CC(=C(C(=O)O)C1)N1CCC(CC1)N1CCN(CC1)C(=O)OC(C)(C)C)OC)NC1=C(C=C(C=C1)O)N(S(=O)(=O)C)C